17,17-diethoxy-3,5-heptadecadiene C(C)OC(CCCCCCCCCCC=CC=CCC)OCC